ClC1=C(C=CC(=C1)Cl)[C@@H](C)N1N=NC2=C1C=C(C=C2OC)N2CC(C2)[C@@H]2CN(CCC2)C2CC(C2)(C(=O)O)C (1R,3r)-3-((R)-3-(1-(1-((R)-1-(2,4-dichlorophenyl)ethyl)-4-methoxy-1H-benzo[d][1,2,3]triazol-6-yl)azetidin-3-yl)piperidin-1-yl)-1-methylcyclobutane-1-carboxylic acid